1-(6-methoxy-3,4-dihydro-2H-benzo[b][1,4]oxazin-7-yl)-N-(2-(1-oxo-2-oxa-8-azaspiro[4.5]decan-8-yl)ethyl)-6-(pyrazolo[1,5-a]pyrimidin-3-yl)-1H-pyrazolo[4,3-c]pyridine-3-carboxamide COC1=CC2=C(OCCN2)C=C1N1N=C(C=2C=NC(=CC21)C=2C=NN1C2N=CC=C1)C(=O)NCCN1CCC2(CCOC2=O)CC1